ClC1=CC(=C(C=C1)C1=C(N(N=N1)C)CN1N=CC(=CC1=O)N1CC(C1)OC1CCC1)F 2-[[5-(4-chloro-2-fluoro-phenyl)-3-methyl-triazol-4-yl]methyl]-5-[3-(cyclobutoxy)azetidin-1-yl]pyridazin-3-one